C(C)(=O)N1[C@H]([C@@H]([C@H](C2=CC(=CC=C12)C=1CCOCC1)NC(OCC1=CC=CC=C1)=O)C)C |r| rac-benzyl ((2S,3R,4R)-1-acetyl-6-(3,6-dihydro-2H-pyran-4-yl)-2,3-dimethyl-1,2,3,4-tetrahydroquinolin-4-yl)carbamate